CN1N=CC(=C1)OC1=NN(C=C1)COCC[Si](C)(C)C 3-((1-methyl-1H-pyrazol-4-yl)oxy)-1-((2-(trimethylsilyl)ethoxy)methyl)-1H-pyrazol